C1(CC1)[C@H](C=O)NC(OC(C)(C)C)=O tert-butyl N-((R)-1-cyclopropyl-2-oxoethyl)carbamate